C(C)(C)(C)OC(=O)NCCS(=O)(=O)[O-].C(CCC)[N+](CCCC)(CCCC)CCCC tetrabutylammonium 2-((tert-butoxycarbonyl)amino)ethanesulfonate